C1(CC2C(CC1)O2)CC[Si](OC)(OC)OC 3,4-epoxycyclohexylethyltrimethoxysilane